ethyl tetrahydrofuranate O1C(CCC1)C(=O)OCC